C1(=CC=CC=C1)C=1C(=C(C2=CC=C3C=C(C=C4C=CC1C2=C43)C4=CC=C(C=C4)C=4C=NC=CC4)C4=CC=CC=C4)C4=CC=C(C=C4)C=4C=NC=CC4 diphenylbis(4-(pyridin-3-yl)phenyl)pyrene